COCCSCCNC(C)(C)C N-[2-(2-methoxyethylsulfanyl)ethyl]-2-methyl-propan-2-amine